2-(4-aminophenyl)-6-methylbenzothiazole-7-sulfonic acid NC1=CC=C(C=C1)C=1SC2=C(N1)C=CC(=C2S(=O)(=O)O)C